benzyl 3-(3-chlorobenzyl)-2-((3-hydroxypropyl) amino)-4-oxo-3,5,7,8-tetrahydropyrido[4,3-d]pyrimidine-6(4H)-carboxylate ClC=1C=C(CN2C(=NC3=C(C2=O)CN(CC3)C(=O)OCC3=CC=CC=C3)NCCCO)C=CC1